FC1=C(C(=O)C2=CNC3=NC=C(C=C32)C=3C=NC(=NC3)C(C)C)C(=CC=C1NS(N(C)C1(CC1)COC)(=O)=O)F 3-[2,6-difluoro-3-[[[1-(methoxymethyl)cyclopropyl]-methyl-sulfamoyl]amino]benzoyl]-5-(2-isopropylpyrimidin-5-yl)-1H-pyrrolo[2,3-b]pyridine